6-(2,4-difluoro-3-methyl-phenyl)-1-[(4-methyl-3-pyridinyl)methyl]-3H-imidazo[4,5-b]pyridin-2-one FC1=C(C=CC(=C1C)F)C=1C=C2C(=NC1)NC(N2CC=2C=NC=CC2C)=O